5-bromo-N-(3-(6-(N-hydroxycarbamimidoyl)-2-(pyridin-2-yl)-3H-imidazo[4,5-c]pyridin-3-yl)cyclohexyl)thiophene-2-carboxamide BrC1=CC=C(S1)C(=O)NC1CC(CCC1)N1C(=NC2=C1C=NC(=C2)C(NO)=N)C2=NC=CC=C2